7-(3-(2-(2,6-dioxopiperidin-3-yl)-1-oxoisoindol-4-yl)propyl)-7-azaspiro[3.5]Non-2-yl 4-methylbenzenesulfonate CC1=CC=C(C=C1)S(=O)(=O)OC1CC2(C1)CCN(CC2)CCCC2=C1CN(C(C1=CC=C2)=O)C2C(NC(CC2)=O)=O